(1S,2S)-N-(3-(2-ethoxy-6-fluorophenyl)-1H-pyrazolo[3,4-b]pyridin-6-yl)-2-fluorocyclopropane-1-carboxamide C(C)OC1=C(C(=CC=C1)F)C1=NNC2=NC(=CC=C21)NC(=O)[C@H]2[C@H](C2)F